C1(=CC=CC=C1)N1CCN(CC1)S(=O)(=O)C1=CC=C(C=C1)NC(=O)NCC=1C=NC=CC1 1-[4-(4-phenylpiperazine-1-sulfonyl)phenyl]-3-(pyridin-3-ylmethyl)urea